C(C)(C)(C)OC(=O)N(C=1C(=NC(=C(C1)C(F)(F)F)C(CCCCO)C)C(=O)OC)C(=O)OC(C)(C)C Methyl 3-[bis(tert-butoxycarbonyl)amino]-6-(5-hydroxy-1-methyl-pentyl)-5-(trifluoromethyl)pyridine-2-carboxylate